(R)-5-methoxy-1-(2-(1-tetrahydropyrrolyl)propyl)-1H-indole COC=1C=C2C=CN(C2=CC1)C[C@@H](C)N1CCCC1